C(C)(C)OC=1C=2N(C=CC1C=1C=NNC1)N=C(N2)NC2CCOCC2 8-isopropoxy-7-(1H-pyrazol-4-yl)-N-(tetrahydro-2H-pyran-4-yl)-[1,2,4]triazolo[1,5-a]pyridin-2-amine